CN1C(=NC(=C1)NC(OCCCC)=O)C Butyl 1,2-Dimethyl-1H-imidazol-4-ylcarbamate